CN(CC(=O)NC1=CNC2=CC=C(C=C12)C=1C=NN(C1)C1=CC=C(C=C1)CC)C 2-(dimethyl-amino)-N-{5-[1-(4-ethylphenyl)-1H-pyrazol-4-yl]-1H-indol-3-yl}acetamide